C(C)(C)(C)OC(=O)N[C@H](C(=O)OCCCCCCCCCCCCC)CC1=CC(=CC(=C1)F)F Tridecyl (S)-2-((tert-butoxycarbonyl)amino)-3-(3,5-difluorophenyl)propanoate